(rac)-(6-(2,6-Dimethylphenyl)-2-azaspiro[3.4]octan-2-yl)((1s,3s)-3-hydroxy-3-methylcyclobutyl)methanone CC1=C(C(=CC=C1)C)[C@H]1CC2(CN(C2)C(=O)C2CC(C2)(C)O)CC1 |r|